FC1=C(N=CC2=C1N=C(N=C2N2CC=1N(CCC2)N=C(C1)CO)OCC12CCCN2CCC1)C1=CC=CC2=CC=CC(=C12)F (5-(8-fluoro-7-(8-fluoronaphthalen-1-yl)-2-((hexahydro-1H-pyrrolizin-7a-yl)methoxy)pyrido[4,3-d]pyrimidin-4-yl)-5,6,7,8-tetrahydro-4H-pyrazolo[1,5-a][1,4]diazepin-2-yl)methanol